C(#N)CC(=O)N1C[C@H](OCC1)COC1=CC=NC2=CC(=C(C=C12)OC(C)C)C(=O)N 4-{[(2S)-4-(cyanoacetyl)morpholin-2-yl]methoxy}-6-(prop-2-yloxy)quinoline-7-carboxamide